C(#N)C1=CNC2=C(C=CC(=C12)C)NS(=O)(=O)C=1C(=NN(C1)C)C N-(3-cyano-4-methyl-1H-indol-7-yl)-1,3-dimethyl-pyrazole-4-sulfonamide